N-[4-[4-(3,5-dichlorophenyl)piperazin-1-yl]sulfonylphenyl]-5-[(1R)-1,2-dihydroxyethyl]-2-[methyl(methylsulfonyl)amino]benzamide ClC=1C=C(C=C(C1)Cl)N1CCN(CC1)S(=O)(=O)C1=CC=C(C=C1)NC(C1=C(C=CC(=C1)[C@H](CO)O)N(S(=O)(=O)C)C)=O